(R)-9-chloro-1,2,3,4,6,7,12,12b-octahydroindolo[2,3-a]quinolizine ClC=1C=C2C(=CC1)NC1=C2CCN2CCCC[C@H]12